ClC1(C(C=C(C=C1)O)C)C 4-chloro-3,4-dimethylphenol